N1N=CC(=C1)C=1C=C2C=C(N=CC2=CC1)NC(=O)[C@@H]1CC[C@H](CC1)N1CCOCC1 trans-N-(6-(1H-pyrazol-4-yl)isoquinolin-3-yl)-4-morpholinylcyclohexane-1-carboxamide